(5-amino-2-methylphenyl)boronic acid NC=1C=CC(=C(C1)B(O)O)C